1-methyl 5-(pyridin-2-yl) (tert-butoxycarbonyl)-L-glutamate C(C)(C)(C)OC(=O)N[C@@H](CCC(=O)OC1=NC=CC=C1)C(=O)OC